OCC(CO)(CO)NCCS(=O)(=O)O 2-[[tri(hydroxymethyl)methyl]amino]ethanesulfonic acid